6-(4-(4-fluorophenoxy)phenyl)-4-(4-(1,4,5,6-tetrahydropyrimidin-2-yl)piperazin-1-yl)picolinamide FC1=CC=C(OC2=CC=C(C=C2)C2=CC(=CC(=N2)C(=O)N)N2CCN(CC2)C=2NCCCN2)C=C1